1-Tert-butyl (4S)-2,2-dimethyl-4-(3-methyl-2-oxo-1H-benzimidazol-4-yl)piperidine-1-carboxylate CC1(N(CC[C@@H](C1)C1=CC=CC=2NC(N(C21)C)=O)C(=O)OC(C)(C)C)C